C(CC)(=O)N1CCCCC1 1-propionylpiperidin